C(#N)C1=C(OC2=NC3=CC=CC=C3C(N2CCN2CCN(CC2)C(CN2CCC(CC2)C2=C(C=C(C=C2)NC2C(NC(CC2)=O)=O)F)=O)=O)C(=CC=C1NS(N(C)CC)(=O)=O)F 2-cyano-3-[[ethyl(methyl)sulfamoyl]amino]-6-fluorophenoxy-3-[2-[4-[2-[4-[4-[(2,6-dioxopiperidin-3-yl)amino]-2-fluorophenyl]piperidin-1-yl]acetyl]piperazin-1-yl]ethyl]-4-oxoquinazoline